C1(CC1)N1CCC2=C(CC1=O)C=C1C(=C2)NC=N1 7-cyclopropyl-6-oxo-1,5,6,7,8,9-hexahydroimidazo[4',5':4,5]benzo[1,2-d]azepin